NC1(COC1)CNC1=NC(=NC2=CC=C(C(=C12)C)C)N1CCS(C2=C(C1)C=CC=C2)=NC2CC2 4-(4-(((3-aminooxetane-3-yl)methyl)amino)-5,6-dimethylquinazolin-2-yl)-1-(cyclopropylimino)-2,3,4,5-tetrahydro-benzo[f][1,4]thiazepine